CN(S(=O)(=O)NC1=C(C(=O)NC2CC3CCC(C2)N3S(=O)(=O)C)C=C(C=C1)C(F)(F)F)C 2-((N,N-dimethylsulfamoyl)amino)-N-(8-(methylsulfonyl)-8-azabicyclo[3.2.1]octan-3-yl)-5-(trifluoromethyl)benzamide